C(CCC)N(C1=NC=C(C=N1)NC=1C=NC(=NC1)N(CCCC)CCCC)CCCC N2,N2-dibutyl-N5-[2-(dibutylamino)-5-pyrimidinyl]-2,5-Pyrimidinediamine